phenyl-ethanoic acid C1(=CC=CC=C1)CC(=O)O